methyl 3-((((1-(4-(2,6-dioxopiperidin-3-yl)-3,5-difluorophenyl)azetidin-3-yl)oxy)carbonyl) amino)bicyclo[1.1.1]pentane-1-carboxylate O=C1NC(CCC1C1=C(C=C(C=C1F)N1CC(C1)OC(=O)NC12CC(C1)(C2)C(=O)OC)F)=O